2-[4-[4-[3,5-difluoro-4-(trifluoromethyl)phenyl]-3-fluoro-phenyl]cyclohex-3-en-1-yl]-5-propyl-1,3-dioxan FC=1C=C(C=C(C1C(F)(F)F)F)C1=C(C=C(C=C1)C1=CCC(CC1)C1OCC(CO1)CCC)F